(±)-N-(5-chloro-2-fluoro-4-(trifluoromethyl)phenyl)-1,9,9-trifluoro-6,7,8,9-tetrahydro-5H-5,8-epiminocyclohepta[c]pyridine-10-carboxamide ClC=1C(=CC(=C(C1)NC(=O)N1C2CCC1C(C=1C(=NC=CC12)F)(F)F)F)C(F)(F)F